C(C)(=O)OC1=CC=C(CONC(C=CC2=C(C=CC=C2)OCCCOC=2C(=NC(=NC2CC)N)N)=O)C=C1 N-(4-Acetoxybenzyloxy)-3-(2-(3-(2,4-diamino-6-ethylpyrimidin-5-yloxy)propoxy)phenyl)propenamide